COC1=C(C(=CC=C1)OC)O The molecule is a member of the class of phenols that is phenol substituted by methoxy groups at positions 2 and 6. It has a role as a plant metabolite. It is a member of phenols and a dimethoxybenzene.